N-cyclopropyl-3-(5-(dimethylamino)-6-((1-hydroxy-2-methylpropan-2-yl)amino)pyridin-3-yl)-4-methylbenzamide C1(CC1)NC(C1=CC(=C(C=C1)C)C=1C=NC(=C(C1)N(C)C)NC(CO)(C)C)=O